C(C1=CC=CC=C1)N1CC(C(C(C1)C)(F)F)C(C(=O)OC)C methyl 2-(1-benzyl-4,4-difluoro-5-methyl-3-piperidyl)propanoate